4-(4-hydroxy-4-methyl-pentyl)3-cyclohexene-1-carboxaldehyde OC(CCCC1=CCC(CC1)C=O)(C)C